C(C1=CC=CC=C1)[C@H]1C[C@@H](N(C1O)C(=O)OC(C)(C)C)C(=O)OCC1=CC=CC=C1 2-benzyl 1-(tert-butyl) (2R,4S)-4-benzyl-5-hydroxypyrrolidine-1,2-dicarboxylate